N-alpha-toluenesulfonyl-L-lysyl chloromethyl ketone ClCC(=O)C([C@@H](NS(=O)(=O)CC1=CC=CC=C1)CCCCN)=O